Tert-butyl 4-(6-aminopyrimidin-4-yl)-2-methylbenzylcarbamate NC1=CC(=NC=N1)C1=CC(=C(CNC(OC(C)(C)C)=O)C=C1)C